5-[(acetoxy)methoxy]-6-chloro-4-(4-chloro-2-methylbenzo[b]thiophen-3-yl)-2-methyl-3(2H)-pyridazinone C(C)(=O)OCOC1=C(C(N(N=C1Cl)C)=O)C=1C2=C(SC1C)C=CC=C2Cl